CN(C)C[C@H]1CN=C2N1C1=CC=C(C=C1C(N2CC=2C=NN(C2)C)=O)S(=O)(=O)NC2(CC2)C (S)-1-((dimethylamino)methyl)-4-((1-methyl-1H-pyrazol-4-yl)-methyl)-N-(1-methylcyclopropyl)-5-oxo-1,2,4,5-tetra-hydroimidazo[1,2-a]quinazoline-7-sulfonamide